undecyl-mercaptosodium C(CCCCCCCCCC)S[Na]